ClC=1C=C(C=C(C1)C#N)C(C(=O)C1=CC=C(C=N1)NC(CC1=CC=C(C=C1)S(=O)(=O)CC)=O)(C)C N-(6-(2-(3-chloro-5-cyanophenyl)-2-methylpropanoyl)pyridin-3-yl)-2-(4-(ethylsulfonyl)phenyl)acetamide